C(N)(=O)C=1C=C(C=NC1)N1C[C@@H](CC1)C=1C=C(C(=O)O)C=CC1C (S)-3-(1-(5-carbamoylpyridin-3-yl)pyrrolidin-3-yl)-4-methylbenzoic acid